bis(cyclopentadienyl)bis[2,6-difluoro-3-(N-ethyl-(2,2-dimethylbutanoyl)amino)phenyl]titanium C1(C=CC=C1)[Ti](C1=C(C(=CC=C1F)N(CC)C(C(CC)(C)C)=O)F)(C1=C(C(=CC=C1F)N(CC)C(C(CC)(C)C)=O)F)C1C=CC=C1